ClC=1C=C(C=CC1C)C1[C@@H]2CNC[C@H]12 (1R,5S,6S)-6-(3-Chloro-4-methylphenyl)-3-azabicyclo[3.1.0]hexane